4-amino-7-fluoro-1,3-dimethyl-1H-pyrazolo[4,3-c]quinoline-8-carboxylic acid NC1=NC=2C=C(C(=CC2C2=C1C(=NN2C)C)C(=O)O)F